ClC1=CC=C2[C@@]3(C(NC2=C1)=O)C1(N[C@H]([C@@H]3C3=C(C(=CC=C3)Cl)F)C(=O)O)CCC(CC1)(C)C (3'R,4'S,5'R)-6''-chloro-4'-(3-chloro-2-fluorophenyl)-4,4-dimethyl-2''-oxodispiro[cyclohexane-1,2'-pyrrolidine-3',3''-indoline]-5'-carboxylic acid